methyl 4-((3,4-dichlorobenzyl)oxy)-3-fluoro-5-methylbenzoate ClC=1C=C(COC2=C(C=C(C(=O)OC)C=C2C)F)C=CC1Cl